(2R)-2-amino-3-(1-methylindol-3-yl)propanoic acid N[C@@H](C(=O)O)CC1=CN(C2=CC=CC=C12)C